N,N-dibutyl-undecylamine C(CCC)N(CCCC)CCCCCCCCCCC